C1CCC(CC1)C(=O)O The molecule is a monocarboxylic acid that consists of cyclohexane substituted by a carboxy group. It is a conjugate acid of a cyclohexanecarboxylate.